Cl.N[C@H](C(=O)NCC1=CC=CC=C1)CCN L-2,4-diaminobutyryl-benzylamine hydrochloride